FC1(CN(CCC1)C=1C=2N(C=CC1C=1C=NNC1)N=C(N2)N[C@@H]2[C@@H](COCC2)F)F 8-(3,3-Difluoropiperidin-1-yl)-N-((3S,4S)-3-fluorotetrahydro-2H-pyran-4-yl)-7-(1H-pyrazol-4-yl)-[1,2,4]triazolo[1,5-a]pyridin-2-amine